C(CCCC)C1=CC2=C(C3=CC=CC=C3C(=C2C=C1)OC(CC(=O)OCCCC)C)OC(CC(=O)OCCCC)C 2-pentyl-9,10-bis(n-butoxycarbonylpropyleneoxy)anthracene